2-bromo-5-methyl-pyrimidine tert-butyl-(1S,4R,5S)-6-benzyl-4-cyano-2,6-diazabicyclo[3.2.0]Heptane-2-carboxylate C(C)(C)(C)OC(=O)N1[C@H]2CN([C@H]2[C@@H](C1)C#N)CC1=CC=CC=C1.BrC1=NC=C(C=N1)C